Dodecyl-(ethylbenzyl)dimethylammonium chloride [Cl-].C(CCCCCCCCCCC)[N+](C)(C)C(C1=CC=CC=C1)CC